NCCCN1CCCCC1 N-(3-Aminopropyl)piperidine